butyl 3-(4-(((S)-3-hydroxy-1-(((S)-3-hydroxy-1-methoxy-1-oxopropan-2-yl)amino)-1-oxopropan-2-yl)carbamoyl)thiazol-2-yl)benzoate OC[C@@H](C(=O)N[C@H](C(=O)OC)CO)NC(=O)C=1N=C(SC1)C=1C=C(C(=O)OCCCC)C=CC1